C(C)OC(=O)C1CN(CC1C)C(=O)OC(C)(C)C (±)-4-methylpyrrolidine-1,3-dicarboxylic acid 1-tert-butyl 3-ethyl ester